(1s,4s)-4-(7-bromo-3-oxobenzo[d]isoxazol-2(3H)-yl)-N-(3-methoxy-4-methylphenyl)cyclohexanecarboxamide BrC1=CC=CC=2C(N(OC21)C2CCC(CC2)C(=O)NC2=CC(=C(C=C2)C)OC)=O